(4-(7-(2-fluoro-3-(2-hydroxypropan-2-yl)phenyl)furo[3,2-b]pyridin-2-yl)phenyl)(imino)(methyl)-λ6-sulfanone FC1=C(C=CC=C1C(C)(C)O)C1=C2C(=NC=C1)C=C(O2)C2=CC=C(C=C2)S(=O)(C)=N